N-(3-chloro-5-(methylsulfonamido)phenyl)-1-methyl-5-(5-(3-((methylsulfonyl)methyl)azetidin-1-yl)pyridin-2-yl)-1H-pyrrole-3-carboxamide ClC=1C=C(C=C(C1)NS(=O)(=O)C)NC(=O)C1=CN(C(=C1)C1=NC=C(C=C1)N1CC(C1)CS(=O)(=O)C)C